diisostearyl dipropionate C(CC)(=O)OCCCCCCCCCCCCCCCC(C)C.C(CC)(=O)OCCCCCCCCCCCCCCCC(C)C